4-[2-(4-Methoxy-2,3-dimethyl-benzenesulfonylamino)-phenylethynyl]-isoquinoline-1-carboxylic acid COC1=C(C(=C(C=C1)S(=O)(=O)NC1=C(C=CC=C1)C#CC1=CN=C(C2=CC=CC=C12)C(=O)O)C)C